CN1N=C(C(=C1C)O)C1=CC(=CC=C1)S(=O)(=O)C 1,5-dimethyl-3-(3-(methylsulfonyl)phenyl)-pyrazole-4-ol